NC1=C(C=C(C=C1C1=CC=C(C=C1)S(=O)(N)=C)/C=C/C(=O)OC)C(N)=O methyl (E)-3-(6-amino-4'-(amino-(methylene)sulfinyl)-5-carbamoyl-[1,1'-biphenyl]-3-yl)acrylate